4-[3-(2,6-Dichloro-4-methoxybenzoyl)-2,4-dihydro-1,3-benzoxazin-8-yl]-5-fluoro-2-(3-oxa-8-azabicyclo[3.2.1]oct-8-yl)benzoic acid ClC1=C(C(=O)N2COC3=C(C2)C=CC=C3C3=CC(=C(C(=O)O)C=C3F)N3C2COCC3CC2)C(=CC(=C1)OC)Cl